C(C1=CC=CC=C1)OCC1N2C(OC1)=CC=N2 3-((benzyloxy)methyl)-2,3-dihydropyrazolo[5,1-b]oxazole